COC(C1=C(C=NC=C1F)C1=CC=C(C=C1)C#N)=O (4-cyanophenyl)-5-fluoroisonicotinic acid methyl ester